C1(=CC=CC1)CS(=O)(=O)N1CC(CCC1)N 1-((cyclopent-1,3-dien-1-ylmethyl)sulfonyl)piperidin-3-amine